O1C(OCC1)C=1C=CC(=NC1)C=1C(=C(C=CC1)NC=1C=C(C=2N(N1)C(=CN2)C(=O)N[C@H]2[C@H](C2)F)N(C)CC2=CC=C(C=C2)OC)OC 6-({3-[5-(1,3-dioxolan-2-yl)pyridin-2-yl]-2-methoxyphenyl}amino)-N-[(1R,2S)-2-fluorocyclopropyl]-8-{[(4-methoxyphenyl)methyl](methyl)amino}imidazo[1,2-b]pyridazine-3-carboxamide